C(C)(=O)N[C@H]1C(O[C@@H]([C@@H]([C@@H]1OC(C)=O)OC(C)=O)COC(C)=O)OCCOCCOCCNC(CCC(=O)O)=O 4-((2-(2-(2-(((3R,4R,5R,6R)-3-acetamido-4,5-diacetoxy-6-(acetoxymethyl)tetrahydro-2H-pyran-2-yl)oxy)ethoxy)ethoxy)ethyl)amino)-4-oxobutanoic acid